FC=1C=C(CC=2C=NN(C2)C(=O)N[C@@H]2C(N(C3=C(OC2)C=CC(=C3)OCCC3(CCOCC3)O)C)=O)C=CC1 (S)-4-(3-fluorobenzyl)-N-(7-(2-(4-hydroxytetrahydro-2H-pyran-4-yl)ethoxy)-5-methyl-4-oxo-2,3,4,5-tetrahydrobenzo[b][1,4]oxazepin-3-yl)-1H-pyrazole-1-carboxamide